7-cyano-N-(2-((cyclopropylsulfinyl)methyl)pyridin-4-yl)-8-isopropoxy-quinazolin-2-amine C(#N)C1=CC=C2C=NC(=NC2=C1OC(C)C)NC1=CC(=NC=C1)CS(=O)C1CC1